6-[(E)-[(E)-[3-(2-isopropylphenyl)-4-oxothiazolidine-2-ylidene]hydrazono]methyl]-1-methyl-N-[4-(trifluoromethoxy)phenyl]indazole-3-carboxamidine C(C)(C)C1=C(C=CC=C1)N1/C(/SCC1=O)=N\N=C\C1=CC=C2C(=NN(C2=C1)C)C(=N)NC1=CC=C(C=C1)OC(F)(F)F